2-(2,6-dioxopiperidin-3-yl)-5-(3,9-diazaspiro[5.5]undecan-3-yl)isoindoline O=C1NC(CCC1N1CC2=CC=C(C=C2C1)N1CCC2(CC1)CCNCC2)=O